4-Bromo-2-methyl-N-(5-nitrothiazol-2-yl)benzamide tert-butyl-(R)-4-(3-amino-2-chloro-5-cyanophenyl)-3-methylpiperazine-1-carboxylate C(C)(C)(C)OC(=O)N1C[C@H](N(CC1)C1=C(C(=CC(=C1)C#N)N)Cl)C.BrC1=CC(=C(C(=O)NC=2SC(=CN2)[N+](=O)[O-])C=C1)C